4-((3-(pyridin-4-yl)azetidin-1-yl)methyl)pyridin N1=CC=C(C=C1)C1CN(C1)CC1=CC=NC=C1